di-n-hexyl trans-4-cyclohexene-1,2-dicarboxylate [C@@H]1([C@@H](CC=CC1)C(=O)OCCCCCC)C(=O)OCCCCCC